FC1=C2CN(C(C2=CC=C1N1CCC(CC1)OC1CCC(CC1)OC1CCN(CC1)C1=NC=NC(=C1)C=1NN=C2C=CC(=CC12)OC1(CC1)C)=O)C1C(NC(CC1)=O)=O 3-[4-fluoro-5-[4-[4-[[1-[6-[5-(1-methylcyclopropoxy)-2H-indazol-3-yl]pyrimidin-4-yl]-4-piperidyl]oxy]cyclohexoxy]-1-piperidyl]-1-oxo-isoindolin-2-yl]piperidine-2,6-dione